N-[(3S,4S)-1,3-Dimethyl-4-piperidyl]-6-[3-[(4-methylsulfonyl-2,3-dihydrobenzofuran-7-yl)amino]prop-1-ynyl]-1-(2,2,2-trifluoroethyl)benzimidazole-4-carboxamide CN1C[C@@H]([C@H](CC1)NC(=O)C1=CC(=CC=2N(C=NC21)CC(F)(F)F)C#CCNC2=CC=C(C=1CCOC12)S(=O)(=O)C)C